FC=1C=C(C=C(C1F)O)N1N=CC2=CC(=CC=C12)C1(CCN(CC1)S(=O)(=O)C)C(=O)O 4-(1-(3,4-Difluoro-5-hydroxyphenyl)-1H-indazol-5-yl)-1-(methylsulfonyl)piperidine-4-carboxylic Acid